C(#N)CN(C(C1=CC=CC=C1)=O)C=1C(=C(C(=O)Cl)C=CC1)F 3-[N-(cyanomethyl)benzamido]-2-fluorobenzoyl chloride